(2,2-dimethoxyethyl)(2-fluoroallyl)carbamic acid ethyl ester C(C)OC(N(CC(=C)F)CC(OC)OC)=O